CC1=CC(=CC(=N1)N1C([C@H]2[C@@H]([C@H]1C1=NN=CN1C=1C=C(C=CC1)C)CCC2)=O)C(F)(F)F (3S,3aS,6aR)-2-(6-methyl-4-(trifluoromethyl)pyridin-2-yl)-3-(4-(m-tolyl)-4H-1,2,4-triazol-3-yl)hexahydrocyclopenta[c]pyrrol-1(2H)-one